C(C)(C)(C)OC(=O)NC=1C=C(C(=O)OC)C=CC1I Methyl 3-((t-butoxycarbonyl) amino)-4-iodobenzoate